COC1=C(C=C2C(=NC(=NC2=C1)C)N[C@H](C)C1=CC(=CC(=C1)C(F)(F)F)[N+](=O)[O-])C=1CCN(CC1)C(=O)C1CCN(CC1)C(=O)OC(C)(C)C tert-butyl (R)-4-(4-(7-methoxy-2-methyl-4-((1-(3-nitro-5-(trifluoromethyl)phenyl)ethyl)amino)quinazolin-6-yl)-1,2,3,6-tetrahydropyridin-1-carbonyl)piperidine-1-formate